5-((2-(6,8-dioxa-2-azaspiro[3.5]nonan-7-yl)ethyl)(4-(tert-butyl)benzyl)amino)picolinonitrile C1NCC12COC(OC2)CCN(C=2C=CC(=NC2)C#N)CC2=CC=C(C=C2)C(C)(C)C